ClC=1C(=NC(=NC1)NC1=C(C=C(C(=C1)C)N1CCC(CC1)N1CCN(CC1)C)OCC)C1=CN(C2=CC=CC=C12)SCC 5-chloro-4-(1-(ethylsulfanyl)-1H-indol-3-yl)-N-(2-ethoxy-5-methyl-4-(4-(4-methylpiperazin-1-yl)piperidin-1-yl)phenyl)pyrimidin-2-amine